tert-butyl 2-((2-(2,6-dioxopiperidin-3-yl)-3-oxoisoindolin-5-yl)amino)acetate O=C1NC(CCC1N1CC2=CC=C(C=C2C1=O)NCC(=O)OC(C)(C)C)=O